3-((t-butyldimethylsilyl)oxy)-2-fluoropropan-1-ol [Si](C)(C)(C(C)(C)C)OCC(CO)F